N,N-dimethyl-1-(2-phenyl-2H-pyrazolo[4,3-c]pyridin-6-yl)piperidine-3-sulfonamide CN(S(=O)(=O)C1CN(CCC1)C1=CC=2C(C=N1)=CN(N2)C2=CC=CC=C2)C